6-bromo-3-methyl-2-(methylsulfanyl)pyridine BrC1=CC=C(C(=N1)SC)C